N1(CCCCC1)C(=O)C1=CC=C(C=C1)[C@@H]1CC[C@H](CC1)OC=1N=NNC1C(=O)O 4-(((trans)-4-(4-(piperidine-1-carbonyl)phenyl)cyclohexyl)oxy)-1H-1,2,3-triazole-5-carboxylic acid